FC=1C=NC(=NC1)C=1CCN(CC1)C(=O)C=1N=C(C2=C(N1)OC(=C2)C)NC2(CC2)C [4-(5-fluoropyrimidin-2-yl)-1,2,3,6-tetrahydropyridin-1-carbonyl]-6-methyl-N-(1-methylcyclopropyl)furo[2,3-d]pyrimidin-4-amine